Methyl ((1R,3R)-3-(6-((3-cyclopropylimidazo[1,2-b]pyridazin-6-yl)amino)-3-(methyl-d3)-2-oxo-2,3-dihydro-1H-imidazo[4,5-c]pyridin-1-yl)cyclopentyl)carbamate C1(CC1)C1=CN=C2N1N=C(C=C2)NC2=CC1=C(C=N2)N(C(N1[C@H]1C[C@@H](CC1)NC(OC)=O)=O)C([2H])([2H])[2H]